C(C1=CC=CC=C1)N(CCN)CCN N'-benzyldiethylenetriamine